BrC=1C=C(C(=C(C1)Cl)F)Cl 5-bromo-1,3-dichloro-2-fluorobenzene